NCC(CC)(O)O aminomethyl-propandiol